C1(CC1)C1=C(C=2C(=CN=CC2)N1C)C(=O)C1=CC=C(C=C1)O (2-cyclopropyl-1-methyl-1H-pyrrolo[2,3-c]pyridin-3-yl)(4-hydroxyphenyl)methanone